2-(3-Cyanobenzyloxy)-4-[2-fluoro-3-(2,5-difluorophenyl)benzyloxy]-5-chlorobenzaldehyde C(#N)C=1C=C(COC2=C(C=O)C=C(C(=C2)OCC2=C(C(=CC=C2)C2=C(C=CC(=C2)F)F)F)Cl)C=CC1